3-(pyridin-2-yl)azetidine N1=C(C=CC=C1)C1CNC1